ClC1=C(OC2=CC=NC3=CC(=NC(=C23)OC(C(F)(F)F)C)N2N=C(N(C2=O)CC)CO)C(=CC=C1)F 2-(4-(2-Chloro-6-fluorophenoxy)-5-((1,1,1-trifluoropropan-2-yl)oxy)-1,6-naphthyridin-7-yl)-4-ethyl-5-(hydroxymethyl)-2,4-dihydro-3H-1,2,4-triazol-3-one